anti-dinitrophenol C1=CC(=C(C(=C1)O)[N+](=O)[O-])[N+](=O)[O-]